Isotridecyl Isononanoate (Isotridecyl Isononanoate) C(CCCCCCCCCC(C)C)C(C(=O)O)CCCCC(C)C.C(CCCCCC(C)C)(=O)OCCCCCCCCCCC(C)C